(S)-cyclohexyl 2-((S)-(((2s,4S)-4-(4-amino-5-fluoro-2-oxopyrimidin-1(2H)-yl)-1,3-dioxolan-2-yl)methoxy)(phenoxy)phosphorylamino)propanoate NC1=NC(N(C=C1F)[C@H]1O[C@H](OC1)COC1=C(OP(=O)=N[C@H](C(=O)OC2CCCCC2)C)C=CC=C1)=O